(3R,5R)-5-(3-(1-methyl-3-((trifluoromethoxy) methyl)-1H-pyrazole-5-carboxamido)-1H-pyrazol-5-yl)tetrahydrofuran-3-yl isopropylcarbamate C(C)(C)NC(O[C@H]1CO[C@H](C1)C1=CC(=NN1)NC(=O)C1=CC(=NN1C)COC(F)(F)F)=O